C[Si](OC)(C)CN1CCNCC1 N-(dimethylmethoxysilylmethyl)piperazine